I(=O)(=O)(=O)[O-].I(=O)(=O)(=O)[O-].[K+].[K+] potassium di-metaperiodate